2-(2-Bromo-5-methoxy-phenyl)-2-ethyl-butyric acid 2-[(triphenyl-phosphanyl)-methyl]-phenyl ester bromate salt Br(=O)(=O)O.C1(=CC=CC=C1)P(C1=CC=CC=C1)(C1=CC=CC=C1)CC1=C(C=CC=C1)OC(C(CC)(CC)C1=C(C=CC(=C1)OC)Br)=O